C(C)OCC1(CCN(CC1)CC1=CC=C(C=C1)NC(C(C)C)=O)CCC1=CC=CC=C1 N-(4-((4-(ethoxymethyl)-4-phenethylpiperidin-1-yl)methyl)phenyl)isobutyramide